ClC=1C=C2C(=NC(=NC2=C(C1C1=CC(=CC2=CC=CC=C12)O)F)OCCN1CCOCC1)N1CC=2N(CC1)C(=NC2)C=C 4-(6-chloro-8-fluoro-2-(2-morpholinoethoxy)-4-(3-vinyl-5,6-dihydroimidazo-[1,5-a]pyrazin-7(8H)-yl)quinazolin-7-yl)naphthalen-2-ol